C1(CC1)C1=CC(=NN1C1OCCCC1)NC1=CC2=C(C(=NO2)N)C=C1OC N6-[5-cyclopropyl-1-(oxan-2-yl)-1H-pyrazol-3-yl]-5-methoxy-1,2-benzoxazole-3,6-diamine